NCC=1SC2=C(N1)C=C(C=C2)C#N 2-(Aminomethyl)benzo[d]thiazole-5-carbonitrile